(3R)-3-[[1-[2-(difluoromethoxy)-4-(trifluoromethyl)phenyl]pyrrolo[1,2-d][1,2,4]triazin-4-yl]amino]piperidine-1-carboxylic acid tert-butyl ester C(C)(C)(C)OC(=O)N1C[C@@H](CCC1)NC1=NN=C(C=2N1C=CC2)C2=C(C=C(C=C2)C(F)(F)F)OC(F)F